C(C)(C)(C)OC(=O)N1[C@@H](C[C@@H](C1)O)C(N[C@H]1CN([C@H](C1)C(=O)OC)C(C(C)C)=O)=O.COP(=O)(OC)O.CN1C(=NC=C1)C 1,2-dimethylimidazole dimethyl-phosphate tert-butyl-(2S,4S)-4-hydroxy-2-(((3R,5R)-1-isobutyryl-5-(methoxycarbonyl)pyrrolidin-3-yl)carbamoyl)pyrrolidine-1-carboxylate